FC=1C=C(C=C)C=C(C1)F 3,5-difluorostyrene